O1OC(OOC12CCC(CC2)CCO)CCO tetraoxaspiro[5.5]undecane-3,9-diethanol